ClC1=CC=C(C=C1)C1=NN(C(C=C1)=O)CC(=O)NC(C)C 2-(3-(4-chlorophenyl)-6-oxopyridazin-1(6H)-yl)-N-isopropylacetamide